dimercaptoethyl-dithiane SC(CC1SSCCC1)S